OC=1C(=CC(=C(OCC(=O)O)C1)C)C(C=CC1=C(N=C(S1)C1=CC=C(C=C1)C(F)(F)F)C(C)C)=O 2-(5-hydroxy-4-(3-(4-isopropyl-2-(4-(trifluoromethyl)phenyl)thiazol-5-yl)acryloyl)-2-methylphenoxy)acetic acid